N-[4-(6-chloropyridin-3-yl)-3-sulfamoylphenyl]-2-(4-methylphenyl)acetamide ClC1=CC=C(C=N1)C1=C(C=C(C=C1)NC(CC1=CC=C(C=C1)C)=O)S(N)(=O)=O